benzo[d]oxazol-2-amine trisHCl Cl.Cl.Cl.O1C(=NC2=C1C=CC=C2)N